C(C)(C)(C)OC(NCC1CCN(CC1)C1=NNC(C2=CC=CC=C12)=O)=O ((1-(4-oxo-3,4-dihydrophthalazin-1-yl)piperidin-4-yl)methyl)carbamic acid tert-butyl ester